ClC1=C(C=CC(=C1)OC1=NC=NC2=CC(=C(C=C12)OC)OCCCN1CCCC1)NC(=O)NC1=CC(=CC=C1)C(F)(F)F 1-(2-chloro-4-((6-methoxy-7-(3-(pyrrolidin-1-yl)propoxy)quinazolin-4-yl)oxy)phenyl)-3-(3-(trifluoromethyl)phenyl)urea